(R)-7-amino-3-(1-(but-2-ynoyl)piperidin-3-yl)-1-(4-(2-fluorophenoxy)phenyl)-1,5-dihydro-4H-pyrrolo[2,3-d]pyridazin-4-one NC1=NNC(C2=C1N(C=C2[C@@H]2CN(CCC2)C(C#CC)=O)C2=CC=C(C=C2)OC2=C(C=CC=C2)F)=O